N-(1H-indol-3-yl)-3,3-dimethyl-2-oxo-1-(thiophen-2-ylmethyl)indoline-6-carboxamide N1C=C(C2=CC=CC=C12)NC(=O)C1=CC=C2C(C(N(C2=C1)CC=1SC=CC1)=O)(C)C